isopropyl keton C(C)(C)C(=O)C(C)C